3,3',5,5'-tetrakis(1-(tetrahydro-2H-pyran-2-yl)-1H-pyrazol-4-yl)-1,1'-biphenyl O1C(CCCC1)N1N=CC(=C1)C=1C=C(C=C(C1)C=1C=NN(C1)C1OCCCC1)C1=CC(=CC(=C1)C=1C=NN(C1)C1OCCCC1)C=1C=NN(C1)C1OCCCC1